FC1=C2C(C=C(NC2=CC(=C1C#CC(C)(S(=O)(=O)C)C)F)C=1C=C(C#N)C=CC1S(=O)(=O)C)=O 3-(5,7-Difluoro-6-(3-methyl-3-(methylsulfonyl)but-1-yn-1-yl)-4-oxo-1,4-dihydroquinolin-2-yl)-4-(methylsulfonyl)benzonitrile